S1C(=CC=C1)C1=C(CNCCC2=C(C=C(C(=C2)OC)OC)OC)C=CC=C1 N-(2-(thiophen-2-yl)benzyl)-2-(2,4,5-trimethoxyphenyl)-ethan-1-amine